FC1=C(C=C(C(=C1)C(F)(F)F)C1=NN(C=N1)C)NC(=O)N1C2CC(CC1(C2)C(=O)NNC(COC)=O)C cis-N-(2-fluoro-5-(1-methyl-1H-1,2,4-triazol-3-yl)-4-(trifluoromethyl)phenyl)-1-(2-(2-methoxyacetyl)hydrazine-1-carbonyl)-3-methyl-6-azabicyclo[3.1.1]heptane-6-carboxamide